CC1C(NC(C(C1)N1C(NC2=C1C=CC=C2CN2CCN(CC2)CCOC2CC(C2)NC)=O)=O)=O 3-Methyl-5-[[4-[2-[3-(methylamino)cyclobutoxy]ethyl]piperazin-1-ylmethyl]-2-oxo-benzimidazol-1-yl]piperidine-2,6-dione